3-[2-(7-ethyl-2,3-dihydrobenzofuran-4-carbonyl)-1,2,3,4-tetrahydroisoquinolin-5-yl]-3-(7-methoxy-1-methyl-1H-benzo[d][1,2,3]triazol-5-yl)propionic acid C(C)C=1C=CC(=C2CCOC21)C(=O)N2CC1=CC=CC(=C1CC2)C(CC(=O)O)C2=CC1=C(N(N=N1)C)C(=C2)OC